bis(trimethylsilyl) phosphate lithium [Li+].P(=O)(O[Si](C)(C)C)(O[Si](C)(C)C)[O-]